3,5-bis(trifluoromethyl)benzyl (5-bromo-2,3-dihydro-1H-inden-1-yl)(methyl)carbamate BrC=1C=C2CCC(C2=CC1)N(C(OCC1=CC(=CC(=C1)C(F)(F)F)C(F)(F)F)=O)C